ClC1=CC(=C(C=C1)O)C(C1=CC=CC=C1)O 4-chloro-2-(hydroxy(phenyl)methyl)phenol